3-((5-((1S,5R)-3-(8-cyanoquinolin-5-yl)-5-(trifluoromethyl)-3-azabicyclo[3.1.0]hexane-1-yl)-1,3,4-oxadiazol-2-yl)methyl)azetidine-1-carboxylic acid tert-butyl ester C(C)(C)(C)OC(=O)N1CC(C1)CC=1OC(=NN1)[C@@]12CN(C[C@]2(C1)C(F)(F)F)C1=C2C=CC=NC2=C(C=C1)C#N